4-(4-(1H-pyrazolo[3,4-b]pyridin-5-yl)phenyl)-N-(pyridin-3-yl)butanamide N1N=CC=2C1=NC=C(C2)C2=CC=C(C=C2)CCCC(=O)NC=2C=NC=CC2